C(C)(C)(C)OC(=O)N[C@@H]1CC[C@H](OC1)CN1CCC2(CNC2)CC1 7-(((2S,5R)-5-((tert-butoxycarbonyl)amino)tetrahydro-2H-pyran-2-yl)methyl)-2,7-diazaspiro[3.5]nonan